3-(4-methylthiazol-5-yl)-6-phenethoxy-2-(pyridin-3-yl)-1H-inden-1-one CC=1N=CSC1C1=C(C(C2=CC(=CC=C12)OCCC1=CC=CC=C1)=O)C=1C=NC=CC1